BrC=1C=C(C(=C(C(=O)OC)C1)[SiH2]C1=C(C=CC(=C1)F)Cl)[N+](=O)[O-] Methyl 5-bromo-2-((2-chloro-5-fluorophenyl) silyl)-3-nitrobenzoate